4-[3-(trifluoromethyl)-1-bicyclo[1.1.1]pentanyl]pteridine FC(C12CC(C1)(C2)C2=NC=NC1=NC=CN=C21)(F)F